(R)-8-benzyl-4-cyclohexyl-6,6a,7,8,9,10-hexahydro-5H-pyrazino[1,2-a][1,8]naphthyridine C(C1=CC=CC=C1)N1C[C@@H]2N(C=3N=CC=C(C3CC2)C2CCCCC2)CC1